(2,2,2-trifluoroethyl) (4-fluorophenyl) sulfide FC1=CC=C(C=C1)SCC(F)(F)F